3-(4-(benzyloxy)phenoxy)oxetane diethyl-(3-oxo-3,4-dihydro-2H-1,4-benzothiazin-2-yl)phosphonate C(C)OP(OCC)(=O)C1SC2=C(NC1=O)C=CC=C2.C(C2=CC=CC=C2)OC2=CC=C(OC1COC1)C=C2